ClC1=C(C=CC(=C1)OC)C1=C(C(=C(C(=C1F)F)F)F)F 2'-chloro-2,3,4,5,6-pentafluoro-4'-methoxy-1,1'-biphenyl